CC1OCCN(C1)CC1(CC1)CO (1-((2-methylmorpholino)methyl)cyclopropyl)methanol